methyl 3-(4-bromophenyl)-3-oxopropionate BrC1=CC=C(C=C1)C(CC(=O)OC)=O